OC1CC2(CC1)OCCN(C2)C(=O)OC(C)(C)C tert-butyl 2-hydroxy-6-oxa-9-azaspiro[4.5]decane-9-carboxylate